[N+](=O)([O-])C1=C(C=CC=C1)[C@]1(O)[C@H](O)[C@@H](O)[C@@H](O)[C@H](O1)CO.O([C@H]1[C@H](O)[C@@H](O)[C@@H](O)[C@H](O1)CO)C1=C(C=CC=C1)[N+](=O)[O-] 2-nitrophenyl beta-D-galactopyranoside (2-nitrophenyl beta-D-galactopyranoside)